ClC=1C=C(C=CC1Cl)C=1N(C(=CC(C1C(=O)OCC)=O)CN1N=C(C=C1)C(F)F)CC ethyl 2-(3,4-dichlorophenyl)-6-[[3-(difluoromethyl) pyrazol-1-yl] methyl]-1-ethyl-4-oxo-pyridine-3-carboxylate